ClC=1C=C(OC2CN(C2)C(=O)N)C=CC1C=1N(C2=NC=NC(=C2N1)OC1(CC1)C)CC1=NC=CC(=C1)C 3-(3-chloro-4-(6-(1-methylcyclopropoxy)-9-((4-methylpyridin-2-yl)methyl)-9H-purin-8-yl)phenoxy)azetidine-1-carboxamide